bis-biphenyl-4-yl-[9,9-dimethyl-1-(9-phenyl-9H-carbazol-3-yl)-9H-fluoren-4-yl]-amine C1(=CC=C(C=C1)N(C1=CC=C(C=2C(C3=CC=CC=C3C12)(C)C)C=1C=CC=2N(C3=CC=CC=C3C2C1)C1=CC=CC=C1)C1=CC=C(C=C1)C1=CC=CC=C1)C1=CC=CC=C1